di(3-furyl)acrylonitrile O1C=C(C=C1)C(=CC#N)C1=COC=C1